O=C1NC(CCC1C1=NN(C2=CC=CC=C12)CC(=O)NCC1(CC1)O)=O 2-(3-(2,6-dioxopiperidin-3-yl)-1H-indazol-1-yl)-N-((1-hydroxycyclopropyl)-methyl)acetamide